BrC1=CC=C(C=C1)N1C(C(=C(C1=O)C1=CC=CC=C1)C1=CC=CC=C1)=O 1-(4-bromophenyl)-3,4-diphenyl-1H-pyrrole-2,5-dione